NC1=NC=CC=C1C1=NC=2C(=NC(=CC2)C2=CC=CC=C2)N1C1=CC(=C(C=C1)C1CN(C1)CC1CCC(CC1)C(=O)O)F (1s,4s)-4-((3-(4-(2-(2-aminopyridin-3-yl)-5-phenyl-3H-imidazo[4,5-b]pyridin-3-yl)-2-fluorophenyl)azetidin-1-yl)methyl)cyclohexane-1-carboxylic acid